(Z,E)-11,13-hexadecadienol C(CCCCCCCCC\C=C/C=C/CC)O